tert-butyl (2R)-2-[[(3-chloro-1,2-dihydropyridin-2-yl)oxy]methyl]-4,4-difluoropyrrolidine-1-carboxylate ClC=1C(NC=CC1)OC[C@@H]1N(CC(C1)(F)F)C(=O)OC(C)(C)C